tert-butyl (3-((3-carbamoyl-5-ethyl-6-(isopropyl(methyl)amino)pyrazin-2-yl)amino)phenethyl)carbamate C(N)(=O)C=1C(=NC(=C(N1)CC)N(C)C(C)C)NC=1C=C(CCNC(OC(C)(C)C)=O)C=CC1